FC(C)(F)C=1N=CN(C(C1OC=1C(=C(C#N)C=C(C1)C(F)F)OC)=O)CC1=C(N=C(NC1=O)C)C 3-((4-(1,1-difluoroethyl)-1-((2,4-dimethyl-6-oxo-1,6-dihydropyrimidin-5-yl)-methyl)-6-oxo-1,6-dihydro-pyrimidin-5-yl)oxy)-5-(difluoromethyl)-2-methoxy-benzonitrile